N2-(2-methoxy-4-((4-morpholinopiperidin-1-yl)sulfonyl)phenyl)-N4-(2-methoxyethyl)-7H-pyrrolo[2,3-d]pyrimidine-2,4-diamine COC1=C(C=CC(=C1)S(=O)(=O)N1CCC(CC1)N1CCOCC1)NC=1N=C(C2=C(N1)NC=C2)NCCOC